imidazolium hexafluorophosphate F[P-](F)(F)(F)(F)F.N1C=[NH+]C=C1